N-(4-toluenesulfonyl)butyramide CC1=CC=C(C=C1)S(=O)(=O)NC(CCC)=O